C(C)(=O)C=1N(C(=CC1)C1=CC=C(C=C1)CCCC)C(=O)OC(C)(C)C tert-butyl 2-acetyl-5-(4-butylphenyl)-1H-pyrrole-1-carboxylate